lithio 1-[2-(oxan-2-yloxy)ethyl]-6-oxopyridine-3-carboxylate O1C(CCCC1)OCCN1C=C(C=CC1=O)C(=O)O[Li]